isotridecanol oleate C(CCCCCCC\C=C/CCCCCCCC)(=O)OCCCCCCCCCCC(C)C